N-[(1S)-1-(dicyclopropylmethyl)-2-oxo-2-[[1-[(2-oxopyrrolidin-3-yl)methyl]pyrazol-4-yl]amino]ethyl]-2-isopropyl-pyrazole-3-carboxamide C1(CC1)C([C@@H](C(NC=1C=NN(C1)CC1C(NCC1)=O)=O)NC(=O)C=1N(N=CC1)C(C)C)C1CC1